B(O)(O)CCC=1C(=C(C(=O)O)C(=CC1)OC1CN(C1)C(CC=1N=NN(C1)CC(=O)O)=O)O 3-(2-Boronoethyl)-6-[(1-{[1-(carboxymethyl)-1H-1,2,3-triazol-4-yl]acetyl}azetidin-3-yl)oxy]-2-hydroxybenzoic acid